2-[(2-chloro-3-pyridinyl)oxy]acetic acid ethyl ester C(C)OC(COC=1C(=NC=CC1)Cl)=O